7-(4-bromo-3-chloro-benzoyl)-3-oxo-N-[rac-(1R)-1-(2-fluorophenyl)ethyl]-2-[4-(2,2,2-trifluoroethoxy)phenyl]-6,8-dihydro-5H-imidazo[1,5-a]pyrazine-1-carboxamide BrC1=C(C=C(C(=O)N2CC=3N(CC2)C(N(C3C(=O)N[C@H](C)C3=C(C=CC=C3)F)C3=CC=C(C=C3)OCC(F)(F)F)=O)C=C1)Cl |r|